The molecule is a steroidal acyl-CoA that results from the formal condensation of the thiol group of coenzyme A with the carboxy group of 3,22-dioxochol-4-en-24-oic acid. It is a conjugate acid of a 3,22-dioxochol-4-en-24-oyl-CoA(4-). C[C@@H]([C@H]1CC[C@@H]2[C@@]1(CC[C@H]3[C@H]2CCC4=CC(=O)CC[C@]34C)C)C(=O)CC(=O)SCCNC(=O)CCNC(=O)[C@@H](C(C)(C)COP(=O)(O)OP(=O)(O)OC[C@@H]5[C@H]([C@H]([C@@H](O5)N6C=NC7=C(N=CN=C76)N)O)OP(=O)(O)O)O